ClC1=C(C=C2C=C(NC2=C1)C=1C=CC(=NC1)N1CC(CC1)NS(=O)(=O)C)C=1C=NC=C(C1)OC N-(1-(5-(6-chloro-5-(5-methoxypyridin-3-yl)-1H-indol-2-yl)pyridin-2-yl)pyrrolidin-3-yl)methanesulfonamide